1-(3-((triisopropylsilyl)thio)propyl)piperidine C(C)(C)[Si](SCCCN1CCCCC1)(C(C)C)C(C)C